ethyl (R,Z)-2-(2,5-difluoro-4-(2-(((3-methylpyridin-2-yl)oxy)methyl)pyrrolidin-1-yl)benzoyl)-3-ethoxyacrylate FC1=C(C(=O)/C(/C(=O)OCC)=C/OCC)C=C(C(=C1)N1[C@H](CCC1)COC1=NC=CC=C1C)F